1-({3,4-difluoro-2-[(2-fluoro-4-iodophenyl)amino]Phenyl}carbonyl)-3-{[(4-hydroxycyclohexyl)amino]Methyl}azetidin-3-ol FC=1C(=C(C=CC1F)C(=O)N1CC(C1)(O)CNC1CCC(CC1)O)NC1=C(C=C(C=C1)I)F